1-(2-fluoroacryloyl)piperazin FC(C(=O)N1CCNCC1)=C